C(CCCCC)(=O)N[C@@H](CC(=O)O)C(=O)O caproyl-aspartic acid